BrC#CCC(O)(C1=CC(=CC(=C1)F)F)C=1C(N(C=CC1)C)=O 3-(4-bromo-1-(3,5-difluorophenyl)-1-hydroxybut-3-yn-1-yl)-1-methylpyridin-2(1H)-one